toluenemethanamide C(C1=CC=CC=C1)C(=O)N